(E)-((4-(4-(1H-1,2,3-triazol-1-yl)butyl)phenoxy)methyl)-2-(4-bromo-2-fluorostyryl)oxazole N1(N=NC=C1)CCCCC1=CC=C(OCC=2N=C(OC2)\C=C\C2=C(C=C(C=C2)Br)F)C=C1